(E)-6-methyl-2-(4-phenylbut-2-en-1-yl)-1,3,6,2-dioxazaborocan-4,8-dione CN1CC(OB(OC(C1)=O)C\C=C\CC1=CC=CC=C1)=O